ClC1=NC=CC(=C1)C1=NN=C(O1)C(=O)NN 5-(2-chloropyridin-4-yl)-1,3,4-oxadiazole-2-carbohydrazide